CC1=NC2=CC=CC=C2C(=N1)C(=O)NCC1=CC=C(C=C1)OC(F)(F)F 2-methyl-N-(4-(trifluoromethoxy)benzyl)quinazoline-4-carboxamide